C1(CCC1)C=1C(=NN(C1NC(OC1CC(C1)(F)F)=O)C)CC1CC(C1)(F)F 3,3-difluorocyclobutyl (4-cyclobutyl-3-((3,3-difluorocyclobut-yl)methyl)-1-methyl-1H-pyrazol-5-yl)carbamate